Cl.N[C@H](C(=O)NC1=CC=C(C=C1)C1=C(NC(C=C1)=O)C)C(C1=CC=CC=C1)C1=CC=CC=C1 (S)-2-amino-N-(4-(2-methyl-6-oxo-1,6-dihydropyridin-3-yl)phenyl)-3,3-diphenylpropionamide hydrochloride